CN(C(=O)C1C(C2(C1)CCC2)C2=CC1=CC=CC=C1C=C2)C N,N-Dimethyl-1-(naphthalen-2-yl)spiro[3.3]heptane-2-carboxamide